tert-butyl 4-[2-(5-hydroxy-2-pyridyl)ethyl]piperidine-1-carboxylate OC=1C=CC(=NC1)CCC1CCN(CC1)C(=O)OC(C)(C)C